FC(C=1C=NC=2N(C1)C(=CN2)C=O)(F)F [6-(trifluoromethyl)imidazo[1,2-a]pyrimidin-3-yl]methanone